N-[(1s,1'S,14R,17s)-spiro[7,12,16-trioxa-22-azatetracyclo[15.2.2.12,6.110,13]tricosa-2,4,6(23),10,13(22)-pentaene-14,3'-cyclopentane]-1'-yl]methanesulfonamide [C@H]1(C[C@@]2(CC1)C=1OC=C(CCOC=3C=CC=C(C4CCC(OC2)CC4)C3)N1)NS(=O)(=O)C